dibenzo[c,e]-oxepine-5(7H)-thione C1=CC=CC=2C(OCC3=C(C21)C=CC=C3)=S